C1(=CC=CC=C1)CC=1C(=O)NC(C1)=O phenylmethanylmaleimide